CO[C@@H]1[C@H]([C@H]2OC(OC[C@H]2O[C@@H]1CC1=CN(C(O1)=O)C1=CC=CC=C1)(C)C)N1N=NC(=C1)C1=CC(=C(C(=C1)F)F)F 5-(((4aR,6R,7R,8R,8aR)-7-methoxy-2,2-dimethyl-8-(4-(3,4,5-trifluorophenyl)-1H-1,2,3-triazol-1-yl)hexahydropyrano[3,2-d][1,3]dioxin-6-yl)methyl)-3-phenyloxazol-2(3H)-one